magnesium (4-fluorophenyl) bromide FC1=CC=C(C=C1)Br.[Mg]